Dimethyl Sulfone Diisocyanate [N-]=C=O.[N-]=C=O.CS(=O)(=O)C